2-methyl-2-(2-propen-1-yl)-1-oxa-2-silacyclopentane-5-one C[Si]1(OC(CC1)=O)CC=C